NC1=C(C=C(C=C1Br)C[C@H](C(=O)OC)NC(=O)OC(C)(C)C)Br methyl (2R)-3-(4-amino-3,5-dibromophenyl)-2-(tert-butoxycarbonylamino)propanoate